FC1=CC=C(C=C1)SC1=NC(=NC2=CC=C(C=C12)C)C(F)(F)F 4-((4-fluorophenyl)thio)-6-methyl-2-(trifluoromethyl)quinazoline